C(OCCOCCOCCO[Si](C(C)(C)C)(C1=CC=CC=C1)C1=CC=CC=C1)(=S)SC O-(2,2-dimethyl-3,3-diphenyl-4,7,10-trioxa-3-siladodecan-12-yl) S-methyl carbonodithioate